CC1=CC=CC(=N1)C1=NC=CC(=N1)NC1=NC(=NC=C1)NC=1C=C(C=CC1)C(=O)N1CCNCC1 [3-[[4-[[2-(6-methyl-2-pyridyl)pyrimidin-4-yl]amino]pyrimidin-2-yl]amino]phenyl]-piperazin-1-yl-methanone